FC1(CC2N(C=3N=CC(=CC13)C(F)(F)F)CC(CC2)O)F 5,5-difluoro-9-hydroxy-3-(trifluoromethyl)-6,6a,7,8,9,10-hexahydro-5H-pyrido[1,2-a][1,8]naphthyridin